BrC(C(=O)NC1=CC2=C(S1)CCC2)(F)F 2-(2-Bromo-2,2-difluoroacetylamino)-5,6-dihydro-4H-cyclopenta[b]thiophen